3-(2-(allyl (methyl) amino) ethyl)-1H-indol-6-yl butyrate C(CCC)(=O)OC1=CC=C2C(=CNC2=C1)CCN(C)CC=C